4-amino-1-(1,1-difluoro-2-methoxyethyl)cyclohexane-1-ol NC1CCC(CC1)(O)C(COC)(F)F